Cl.Cl.FC1=C(C=CC(=C1)[C@H]1NCCC1)C=1N=C2SC3=C(N2C1)C=C(C(=C3)C(=O)NCCCN3CCC(CC3)F)OC (S)-2-(2-fluoro-4-(pyrrolidin-2-yl)phenyl)-N-(3-(4-fluoropiperidin-1-yl)propyl)-6-methoxybenzo[d]imidazo[2,1-b]thiazole-7-carboxamide dihydrochloride